9,10-bis(ethoxycarbonyldecyleneoxy)anthracene C(C)OC(=O)CCCCCCCCCCOC=1C2=CC=CC=C2C(=C2C=CC=CC12)OCCCCCCCCCCC(=O)OCC